C(C)OC(C(\C=C/C1=CC=C(C=C1)CC)(F)F)=O Z-ethyl-4-(4-ethylphenyl)-2,2-difluorobut-3-enoate